C1=CC=CC=2C1=CC1=CC=CC=C1C2 benzo[b]naphthalen